6-(4-(4-((5-(2,4-dioxotetrahydropyrimidin-1(2H)-yl)pyridin-2-yl)methyl)piperazin-1-yl)piperidin-1-yl)-2-(4-phenoxyphenyl)nicotinamide O=C1N(CCC(N1)=O)C=1C=CC(=NC1)CN1CCN(CC1)C1CCN(CC1)C1=NC(=C(C(=O)N)C=C1)C1=CC=C(C=C1)OC1=CC=CC=C1